2-[4-(2-{[1-(3-chloro(2-pyridyl))-isopropyl]amino}pyrimidin-5-yl)pyrazolyl]ethan-1-ol ClC=1C(=NC=CC1)C(C)(C)NC1=NC=C(C=N1)C=1C(=NNC1)CCO